methyl 2-[4-[2-((2S)-2-methylmorpholin-4-yl)ethoxy]phenyl]acetate C[C@H]1CN(CCO1)CCOC1=CC=C(C=C1)CC(=O)OC